The molecule is a diterpenoid that is linalool in which one of the terminal methyl hydrogens is substituted by a geranyl group (the 6E,10E-geoisomer) It has a role as a metabolite, a fragrance and an EC 2.3.1.50 (serine C-palmitoyltransferase) inhibitor. It is a tertiary alcohol and a diterpenoid. CC(=CCC/C(=C/CC/C(=C/CCC(C)(C=C)O)/C)/C)C